C1(CC1)C1CC(C1)N1C(N([C@H](C1)C#N)C1=CN=CC2=CC=CC=C12)=O |r| Racemic-1-(3-cyclopropylcyclobutyl)-3-(isoquinolin-4-yl)-2-oxoimidazoline-4-carbonitrile